ClC1=CC=C2C(=C(N(C2=C1C=1C(=NN(C1C)C)C)CCN1CCNCC1)C(=O)OC(C)(C)C)CCCOC1=CC=CC=2CCCCC12 tert-butyl 6-chloro-1-[2-(piperazin-1-yl)ethyl]-3-[3-(5,6,7,8-tetrahydronaphthalen-1-yloxy) propyl]-7-(1,3,5-trimethyl-1H-pyrazol-4-yl)-1H-indole-2-carboxylate